methyl (R)-2-amino-6-fluorohexanoate N[C@@H](C(=O)OC)CCCCF